2,3-difluoro-4-(trifluoromethoxy)benzaldehyde FC1=C(C=O)C=CC(=C1F)OC(F)(F)F